C1(CC1)NC(C1=C(C=CC=C1)SC1=CC=C2C(=NNC2=C1)\C=C\C1=NC=C(C=C1)OCCN(C)C)=O N-cyclopropyl-2-({3-[(E)-2-{5-[2-(dimethylamino)ethoxy]pyridin-2-yl}vinyl]-1H-indazol-6-yl}thio)benzamide